ClC1=CC(=NC(=N1)C1=CC=CC=C1)C=1C=C(C=CC1)C1=CC=C(C=C1)C#N 3'-(6-chloro-2-phenylpyrimidin-4-yl)-[1,1'-biphenyl]-4-carbonitrile